6-bromo-7-(methoxycarbonyl)imidazo[1,2-a]pyridine-2-carboxylic acid BrC=1C(=CC=2N(C1)C=C(N2)C(=O)O)C(=O)OC